ethyl (perfluoro-n-propyl) sulfide FC(C(C(F)(F)F)(F)F)(F)SCC